ClC=1C=C(C=2N=C(NC(C2N1)=O)C)C(F)(F)F 6-chloro-2-methyl-8-(trifluoromethyl)pyrido[3,2-d]pyrimidin-4(3H)-one